1-ethyl-8-(3-methyl-1-(oxetan-3-yl)-1H-pyrazolo[3,4-d]pyrimidin-6-yl)-3-(6-(trifluoromethyl)pyridin-3-yl)-1,3,8-triazaspiro[4.5]decane-2,4-dione C(C)N1C(N(C(C12CCN(CC2)C2=NC=C1C(=N2)N(N=C1C)C1COC1)=O)C=1C=NC(=CC1)C(F)(F)F)=O